C(C1=CC=CC=C1)N1C(=NN=C1C1CC1)SCC(=O)NC=1SC2=C(C1C(=O)N)CCC(C2)C 2-{2-[(4-benzyl-5-cyclopropyl-4H-1,2,4-triazol-3-yl)sulfanyl]acetamido}-6-methyl-4,5,6,7-tetrahydro-1-benzothiophene-3-carboxamide